BrC=1C(=NC(=NC1)NC1=C(C=C(C(=C1)C=1C=NN(C1)C)N1CCC(CC1)N1CCNCC1)OC1CC1)NC1=C(C=C(C=C1)Cl)P(C)(C)=O (2-((5-bromo-2-((2-cyclopropyloxy-5-(1-methyl-1H-pyrazol-4-yl)-4-(4-(piperazine-1-yl)piperidin-1-yl)phenyl)amino)pyrimidin-4-yl)amino)-5-chlorophenyl)dimethylphosphine oxide